O=C1N(CCC(N1COCC[Si](C)(C)C)=O)C1=CN=C2N1C=C(C=C2)C#CCNC(OC(C)(C)C)=O tert-Butyl (3-(3-(2,4-dioxo-3-((2-(trimethylsilyl)ethoxy)methyl)tetrahydropyrimidin-1(2H)-yl)imidazo[1,2-a]pyridin-6-yl)prop-2-yn-1-yl)carbamate